5-chloro-1'-(2-(4-(methylsulfonyl)phenoxy)ethyl)-1-(oxetan-3-yl)spiro[indoline-3,4'-piperidin]-2-one ClC=1C=C2C(=CC1)N(C(C21CCN(CC1)CCOC1=CC=C(C=C1)S(=O)(=O)C)=O)C1COC1